tridecyl 2,5-dihydroxybenzoate OC1=C(C(=O)OCCCCCCCCCCCCC)C=C(C=C1)O